3-(4-cyclopropyl-pyridin-2-yl)-N-(4-(trifluoromethyl)pyridin-2-yl)-1,2,4-thiadiazol-5-amine C1(CC1)C1=CC(=NC=C1)C1=NSC(=N1)NC1=NC=CC(=C1)C(F)(F)F